NC1=C(C(=NC=N1)C=1C(=C(C=C(C1)F)N1CC2=CC=C(C=C2CC1)C1CC1)CO)OC[C@H]1NCCC1 (S)-2-(3-(6-Amino-5-(pyrrolidin-2-ylmethoxy)pyrimidin-4-yl)-5-fluoro-2-(hydroxymethyl)phenyl)-6-cyclopropyl-3,4-dihydroisoquinolin